CC=1C=C(C=CC1C)CC(=O)O 2-(3,4-dimethylphenyl)acetic acid